(1s,4s)-1-ethyl-4-((5-(imidazo[1,2-a]pyridin-6-yl)-4-methoxy-7H-pyrrolo[2,3-d]pyrimidin-2-yl)amino)cyclohexan-1-ol C(C)C1(CCC(CC1)NC=1N=C(C2=C(N1)NC=C2C=2C=CC=1N(C2)C=CN1)OC)O